phosphonium bis(trifluoromethanesulfonyl)imide [N-](S(=O)(=O)C(F)(F)F)S(=O)(=O)C(F)(F)F.[PH4+]